FC(OC1=C(C=CC=C1F)NC1=C(NC2=C1C(NCC2)=O)C2=C(C=NC=C2)OCC(C)(C)OC)F 3-{[2-(difluoromethoxy)-3-fluorophenyl]amino}-2-[3-(2-methoxy-2-methylpropoxy)pyridin-4-yl]-1,5,6,7-tetrahydro-4H-pyrrolo[3,2-c]pyridin-4-one